(2,4-di-tert-butyl-6-(((2-(dimethylamino)ethyl)(methyl)amino)methyl)phenoxy)(ethoxy)zinc C(C)(C)(C)C1=C(O[Zn]OCC)C(=CC(=C1)C(C)(C)C)CN(C)CCN(C)C